cyclopropyl-2-methyl-1,2,3,4-tetrahydroisoquinolin-7-amine C1(CC1)C1N(CCC2=CC=C(C=C12)N)C